6-(2-cyanopropan-2-yl)picolinic acid C(#N)C(C)(C)C1=CC=CC(=N1)C(=O)O